CC1=NC(=NN1)CCCC1=NNC=N1 5-Methyl-3,3'-trimethylenebis(1,2,4-triazole)